[C@@H]12OC[C@@H](N(C1)C1=CC3=C(C[C@](O3)(C)CO)C=C1NC(=O)C=1C=NN3C1N=CC=C3)C2 N-((R)-6-((1S,4S)-2-Oxa-5-azabicyclo[2.2.1]heptan-5-yl)-2-(hydroxymethyl)-2-methyl-2,3-dihydrobenzofuran-5-yl)pyrazolo[1,5-a]pyrimidine-3-carboxamide